C(CCC)NC1=C(C=C(C(=C1)C)C)[N+](=O)[O-] butyl-(4,5-dimethyl-2-nitro-phenyl)-amine